6-(isopropyl(methyl)amino)-4-((methylamino)methyl)-2-(6-(4-(pyridin-3-yl)-4H-1,2,4-triazol-3-yl)pyridin-2-yl)-2,3-dihydro-1H-pyrrolo[3,4-c]pyridin-1-one C(C)(C)N(C1=CC2=C(C(=N1)CNC)CN(C2=O)C2=NC(=CC=C2)C2=NN=CN2C=2C=NC=CC2)C